CC1=CC=C(C=C1)S(=O)(=O)N1C=CC=2C1=NC=CC2 1-(toluene-4-sulfonyl)-1H-pyrrolo[2,3-b]Pyridine